BrC=1C(=CC(=C(OCCC(=O)O)C1)C=1OC2=C(C=CC=C2C(C1)=O)Cl)OC 3-[5-bromo-2-(8-chloro-4-oxo-chromen-2-yl)-4-methoxy-phenoxy]propanoic acid